FC(C=1C=C(C=C(C1)C(F)(F)F)NC1=NS(C2=C1C=CC(=C2)OC)(=O)=O)(F)F 3-((3,5-bis(trifluoromethyl)phenyl)amino)-6-methoxy-benzo[d]isothiazole 1,1-dioxide